8-(4-(difluoromethoxy)phenyl)-2-(2,2,2-trifluoroethoxy)pteridin-7(8H)-one FC(OC1=CC=C(C=C1)N1C(C=NC=2C=NC(=NC12)OCC(F)(F)F)=O)F